2-(2-(4-amino-6,8-dimethoxy-9H-pyrimido[4,5-b]indol-9-yl)acetyl)-N-(6-bromopyridin-2-yl)-5-methyl-2-azabicyclo[3.1.0]hexane-3-carboxamide NC1=NC=NC=2N(C3=C(C=C(C=C3C21)OC)OC)CC(=O)N2C1CC1(CC2C(=O)NC2=NC(=CC=C2)Br)C